C(C)C=C(C(=O)OOCC(CCCC)CC)C 1-(2-ethylhexyloxy) ethylmethacrylate